nonyl (2-(4-(tridecan-7-yl)piperazin-1-yl)ethyl) hydrogen phosphate P(=O)(OCCCCCCCCC)(OCCN1CCN(CC1)C(CCCCCC)CCCCCC)O